O=C1N(CC2=C(C=CC=C12)CN1CC(C1)N1CCNCC1)C1C(NC(CC1)=O)=O 3-(1-oxo-4-((3-(piperazin-1-yl)azetidin-1-yl)methyl)isoindolin-2-yl)piperidine-2,6-dione